4-amino-N-(6-((3-chloro-1-methyl-1H-pyrazol-4-yl)ethynyl)-2,3-dihydrobenzofuran-3-yl)-N,1-dimethyl-1H-pyrazolo[4,3-c]quinoline-8-carboxamide NC1=NC=2C=CC(=CC2C2=C1C=NN2C)C(=O)N(C)C2COC1=C2C=CC(=C1)C#CC=1C(=NN(C1)C)Cl